5-(4-(2-(1-((5-(5-(difluoromethyl)-5H-pyrido[4,3-b]indol-7-yl)-3-fluoropyridin-2-yl)methyl)piperidin-4-yl)ethyl)piperazin-1-yl)-2-(2,6-dioxopiperidin-3-yl)isoindoline-1,3-dione FC(N1C2=C(C=3C=CC(=CC13)C=1C=C(C(=NC1)CN1CCC(CC1)CCN1CCN(CC1)C=1C=C3C(N(C(C3=CC1)=O)C1C(NC(CC1)=O)=O)=O)F)C=NC=C2)F